C(C1=CC=CC=C1)OC[C@H]1OCC(CN(C1)C(=O)OC(C)(C)C)(CC1=NC=CC=C1)O tert-butyl (2S)-2-[(benzyloxy)methyl]-6-hydroxy-6-(pyridin-2-ylmethyl)-1,4-oxazepane-4-carboxylate